2-(2-fluorophenyl)-N-[4-(5-fluoropyridin-3-yl)-3-sulfamoylphenyl]acetamide dimethyl-1,4-butanedioate COC(CCC(=O)OC)=O.FC1=C(C=CC=C1)CC(=O)NC1=CC(=C(C=C1)C=1C=NC=C(C1)F)S(N)(=O)=O